2-[4-(5,7-Dichloro-2,3-dioxo-2,3-dihydroindol-1-ylmethyl)benzyl]isothiourea hydrobromide Br.ClC=1C=C2C(C(N(C2=C(C1)Cl)CC1=CC=C(CSC(N)=N)C=C1)=O)=O